2-(4-fluorophenyl)vinyl-1H-benzimidazole FC1=CC=C(C=C1)C=CN1C=NC2=C1C=CC=C2